FC(OC=1C=C(OC2=CC=C(C=O)C=C2)C=CC1)F 4-[3-(difluoromethoxy)phenoxy]benzaldehyde